C1(CC(C1)([2H])[2H])NS(=O)(=O)C1=CC(=NC=C1O)OC1=C(C=C(C=C1Cl)N1N=C(C(NC1=O)=O)C(F)F)Cl N-(cyclobutyl-3,3-d2)-2-(2,6-dichloro-4-(6-(difluoromethyl)-3,5-dioxo-4,5-dihydro-1,2,4-triazin-2(3H)-yl)phenoxy)-5-hydroxypyridine-4-sulfonamide